bis(2-hydroxyethoxy)-1,1'-biphenanthrene OCCOC=1C(=C(C=2C=CC3=CC=CC=C3C2C1)C1=CC=CC=2C3=CC=CC=C3C=CC12)OCCO